N-(6-(4-chloro-2-fluorophenyl)-1-(4,4-dimethylcyclohexyl)-1H-pyrazolo[3,4-d]pyrimidin-4-yl)-5-nitrothiophene-2-carboxamide ClC1=CC(=C(C=C1)C1=NC(=C2C(=N1)N(N=C2)C2CCC(CC2)(C)C)NC(=O)C=2SC(=CC2)[N+](=O)[O-])F